NC1=C2N=C(N(C2=NC=N1)CCNS(=O)C(C)(C)C)SC1=CC2=C(OCO2)C=C1I 2-Methyl-propane-2-sulfinic acid (2-(6-amino-8-(6-iodo-benzo[1,3]dioxol-5-ylsulfanyl)-purin-9-yl)-ethyl)-amide